2-(5-cyano-1-pent-1-ynyl)-N6-methoxyadenosine C(#N)CCCC#CC=1N=C(C=2N=CN([C@H]3[C@H](O)[C@H](O)[C@@H](CO)O3)C2N1)NOC